decamethylcyclopentasiloxane C[Si]1(O[Si](O[Si](O[Si](O[Si](O1)(C)C)(C)C)(C)C)(C)C)C